1-[(4-fluorophenyl)sulfonyl]-5-methoxy-3-[(4-methyl-1-piperazinyl)methyl]-1H-indole FC1=CC=C(C=C1)S(=O)(=O)N1C=C(C2=CC(=CC=C12)OC)CN1CCN(CC1)C